tert-butyl (1-(1-(3-chlorophenyl)-1H-benzo[d]imidazole-5-carbonyl)pyrrolidin-3-yl)carbamate ClC=1C=C(C=CC1)N1C=NC2=C1C=CC(=C2)C(=O)N2CC(CC2)NC(OC(C)(C)C)=O